Cyclohexenol hydrochloride Cl.C1(=CCCCC1)O